(+/-)-HEPTAN-3-YL ACETATE CCCCC(CC)OC(=O)C